6-((5-((((4-butylbenzyl)oxy)carbonyl)oxy)pentyl)(2-hydroxyethyl)amino)hexyl 4,4-bis(octyloxy)butanoate C(CCCCCCC)OC(CCC(=O)OCCCCCCN(CCO)CCCCCOC(=O)OCC1=CC=C(C=C1)CCCC)OCCCCCCCC